4-Nitrophenyl-sulfonyl fluoride [N+](=O)([O-])C1=CC=C(C=C1)S(=O)(=O)F